N-[(6S,7S)-6-[[3-(3,5-difluorophenyl)-2-fluoro-phenyl]methyl]-5-[(2S)-3-fluoro-2-hydroxy-propanoyl]-5-azaspiro[2.4]heptan-7-yl]-1,1-difluoro-methanesulfonamide FC=1C=C(C=C(C1)F)C=1C(=C(C=CC1)C[C@@H]1N(CC2(CC2)[C@@H]1NS(=O)(=O)C(F)F)C([C@@H](CF)O)=O)F